CN1N=CC2=CC=C(C=C12)C=1C=CC2=C(C3=C(O2)C(=CC=C3)NC(C)C3=CC=CC=C3)C1 8-(1-methyl-1H-indazol-6-yl)-N-(1-phenylethyl)dibenzo[b,d]furan-4-amine